(RS)-tert-butyl 4-((6-(4-(1H-pyrazol-1-yl)phenyl)-2,2-difluoro-7-azaspiro[3.5]nonan-7-yl)methyl)-5-cyclopropyl-7-methyl-1H-indole-1-carboxylate N1(N=CC=C1)C1=CC=C(C=C1)[C@H]1CC2(CC(C2)(F)F)CCN1CC1=C2C=CN(C2=C(C=C1C1CC1)C)C(=O)OC(C)(C)C |r|